CC1(OC2=C(C1=O)C=CC(=C2)NC2=NC=C(C(=N2)SC)C(=O)O)C 2-(2,2-dimethyl-3-oxo-2,3-dihydrobenzofuran-6-ylamino)-4-(methylthio)pyrimidine-5-carboxylic acid